(2R,4S)-1-[(2S)-2-(tert-butoxycarbonylamino)-3,3-dimethyl-butanoyl]-4-methoxy-pyrrolidine-2-carboxylic acid C(C)(C)(C)OC(=O)N[C@H](C(=O)N1[C@H](C[C@@H](C1)OC)C(=O)O)C(C)(C)C